6-((1S,3R)-7-fluoro-3-methyl-2-(2,2,2-trifluoroethyl)-2,3,4,9-tetrahydro-1H-pyrido[3,4-b]indol-1-yl)-N-((S)-1-(3-fluoropropyl)pyrrolidin-3-yl)pyridin-3-amine FC1=CC=C2C3=C(NC2=C1)[C@H](N([C@@H](C3)C)CC(F)(F)F)C3=CC=C(C=N3)N[C@@H]3CN(CC3)CCCF